1,2-Bis(dichloromethylsilyl)ethan ClC(Cl)[SiH2]CC[SiH2]C(Cl)Cl